CC1=C(C2=C(N=CN=C2NC2(CC2)C)O1)C(=O)N1CCN(CC1)C=1C=NC=NC1 6-methyl-N-(1-methylcyclopropyl)-5-[4-(pyrimidin-5-yl)piperazine-1-carbonyl]furo[2,3-d]pyrimidin-4-amine